3'-azido-2',3'-dideoxyadenosine N(=[N+]=[N-])[C@H]1C[C@@H](O[C@@H]1CO)N1C=NC=2C(N)=NC=NC12